Cl.C(C)C1=NC(=NO1)C1=CC2=C([C@@H](CO2)N)C=C1 (3S)-6-(5-ethyl-1,2,4-oxadiazol-3-yl)-2,3-dihydro-1-benzofuran-3-amine hydrochloride